OC(CCCCCCCCCCCCCCCCCCC(=O)O)CCCCCCCC 20-Hydroxy-octacosanoic acid